C=1(C(=CC=CC1)S(=O)(=O)[O-])C=CC=1C(=CC=CC1)S(=O)(=O)[O-] stilbene-2,2'-disulfonate